CC1(CCOC2=CC=CC(=C12)C(C(=O)O)N1CC(C1)OCCCCCC1=NC=2NCCCC2C=C1)C 2-(4,4-dimethylchroman-5-yl)-2-(3-((5-(5,6,7,8-tetrahydro-1,8-naphthyridin-2-yl)pentyl)oxy)azetidin-1-yl)acetic acid